(3-bromo-1H-pyrazol-5-yl)-4-chloro-N-methylbutanamide BrC1=NNC(=C1)C(C(=O)NC)CCCl